NCCS(=O)(=O)OC(CCCCCCCCCCCCC)=O.[Na] sodium myristoyl taurate